(S)-N-(chroman-4-yl)-2-(1,3-dimethyl-1H-pyrazol-4-yl)benzo[d]Thiazole-6-Formamide O1CC[C@@H](C2=CC=CC=C12)NC(=O)C1=CC2=C(N=C(S2)C=2C(=NN(C2)C)C)C=C1